(R)-1-cyano-N-(1-(2-methylpyrimidin-4-yl)-1H-imidazol-4-yl)pyrrolidine-3-carboxamide C(#N)N1C[C@@H](CC1)C(=O)NC=1N=CN(C1)C1=NC(=NC=C1)C